C=CC=C 3-buteneene